O(S(=O)(=O)C(F)(F)F)C1=C(C=C(C=C1C)C1=NOC(=N1)C(NCC=1C=NC(=CC1)OC1CCC(CC1)(F)F)=O)Cl 2-chloro-4-(5-(((6-((4,4-difluorocyclohexyl) oxy) pyridin-3-yl) methyl) carbamoyl)-1,2,4-oxadiazol-3-yl)-6-methylphenyl triflate